FC1=CC(=C(C=C1)C1=C(SC2=C1N=C(N=C2)NC2=CC=C(C=1CCOC12)C1CCNCC1)C)OC 7-[4-fluoro-2-methoxyphenyl]-6-methyl-N-[4-(piperidin-4-yl)-2,3-dihydro-1-benzofuran-7-yl]thieno[3,2-d]pyrimidin-2-amine